cyclopropylpyridine-2,4,6-triamine C1(CC1)C=1C(=NC(=CC1N)N)N